C(=O)O.CN(C1CN(CCOC1)C=1C=CC(=NC1)NC=1C=CC(=C2CNC(C12)=O)C1=CN=C2N1C=CC(=C2)F)C 7-[[5-[6-(dimethylamino)-1,4-oxazepan-4-yl]-2-pyridyl]amino]-4-(7-fluoro-imidazo[1,2-a]pyridin-3-yl)isoindolin-1-one Formic acid salt